ethyl 4-chloro-5-fluoro-1H-indole-2-carboxylate ClC1=C2C=C(NC2=CC=C1F)C(=O)OCC